bis(3,5-di-tert-butyl-4-hydroxy-benzene-1-yl)methane C(C)(C)(C)C=1C=C(C=C(C1O)C(C)(C)C)CC1=CC(=C(C(=C1)C(C)(C)C)O)C(C)(C)C